BrC1=NC=CC(=C1)C(=O)N1C[C@H]([C@@H](CC1)C(=O)N1CCC(CC1)(O)CN1C=NC2=C(C1=O)C=CN2C)C2=CC=CC=C2 3-{[1-({(3R,4R)-1-[(2-Bromopyridin-4-yl)carbonyl]-3-phenylpiperidin-4-yl}carbonyl)-4-hydroxypiperidin-4-yl]methyl}-7-methyl-3,7-dihydro-4H-pyrrolo[2,3-d]pyrimidin-4-one